C(C)OC(=O)C=1C=NC(=CC1\C=C\OCC)C(F)(F)F 4-[(E)-2-ethoxyvinyl]-6-(trifluoromethyl)pyridine-3-carboxylic acid ethyl ester